N1C=C(C=2C1=NC=CC2)C(=O)\N=C\2/SCC(N2C2=CC=CC=C2)C(=O)O (Z)-2-((1H-pyrrolo[2,3-b]pyridine-3-carbonyl)imino)-3-phenylthiazolidine-4-carboxylic acid